C1(C=CC=C1)=O Cyclopentadienon